C[C@@H]1O[C@@H](CN(C1)C1=NC=C(C(=C1)NC(C1=NC(=CC=C1)C=1C=NN(C1)CC(F)(F)F)=O)C)C N-(2-((2S,6R)-2,6-dimethylmorpholino)-5-methylpyridin-4-yl)-6-(1-(2,2,2-trifluoroethyl)-1H-pyrazol-4-yl)picolinamide